2-(3-chlorophenyl)-7-(piperazin-1-yl)-4H-pyrido[1,2-a]pyrimidin-4-one ClC=1C=C(C=CC1)C=1N=C2N(C(C1)=O)C=C(C=C2)N2CCNCC2